8-cyclohexadecene-1-on C1(CCCCCCC=CCCCCCCC1)=O